C(C1=CC=CC=C1)NC1=NC(=NC=C1F)NC=1C=CC(=C(C(=O)OC)C1)Br methyl 5-((4-(benzylamino)-5-fluoropyrimidin-2-yl) amino)-2-bromobenzoate